2,6-dimethoxyphenyl-2-(methylsulfonyl)-1H-imidazo[4,5-b]pyrazine COC1=C(C(=CC=C1)OC)N1C(=NC=2C1=NC=CN2)S(=O)(=O)C